2-(2,4-dichloro-5-fluorobenzoyl)-3-ethylaminoacrylic acid ethyl ester C(C)OC(C(=CNCC)C(C1=C(C=C(C(=C1)F)Cl)Cl)=O)=O